CCCC/C=C/O/C=C/C=C\\CCCCCCCC(=O)O The molecule is a divinyl ether fatty acid that is (9Z,11E,14E)-nonadeca-9,11,14-trienoic acid in which the methylene group at position 10 has been replaced by oxygen. It is a divinyl ether fatty acid and a long-chain fatty acid.